tert-butyl (12aR)-7-amino-9-bromo-3,4,12,12a-tetrahydro-6H-pyrazino[2,1-c][1,4]benzooxazepine-2(1H)-carboxylate NC1=CC(=CC2=C1CN1[C@@H](CO2)CN(CC1)C(=O)OC(C)(C)C)Br